2-(6,7-dihydro-5H-pyrrolo[1,2-c]imidazol-1-yl)-2-[4-fluoro-1-oxo-6-(4-piperazin-1-ylphenyl)isoindolin-2-yl]-N-(2-pyridinyl)acetamide C1(=C2N(C=N1)CCC2)C(C(=O)NC2=NC=CC=C2)N2C(C1=CC(=CC(=C1C2)F)C2=CC=C(C=C2)N2CCNCC2)=O